tert-butyl (2S,6R)-4-(4-((6-(2,6-dichlorophenyl)-5-oxo-5,6,8,9-tetrahydroimidazo[1,2-a]pyrimido[5,4-e]pyrimidin-2-yl)amino)-2-methylphenyl)-2,6-dimethylpiperazine-1-carboxylate ClC1=C(C(=CC=C1)Cl)N1C=2N(C3=C(C1=O)C=NC(=N3)NC3=CC(=C(C=C3)N3C[C@@H](N([C@@H](C3)C)C(=O)OC(C)(C)C)C)C)CCN2